7-bromo-6-methylbenzo[b]thiophene BrC1=C(C=CC2=C1SC=C2)C